C(C=CC)(=O)N but-2-enamide